FC1(C(COC1)NC(N(C)C(COC)C1=CC=NC=C1)=O)F 3-(4,4-difluorotetrahydrofuran-3-yl)-1-[2-methoxy-1-(4-pyridyl)ethyl]-1-methyl-urea